O=C1C=C(C2C=CC=CC=2)OC2C1=CC=C1C=CC=CC=21 α-Naphthoflavone